4-(2-(chloromethyl)-5-(3-(m-tolyl)-1H-pyrazol-1-yl)pyrazolo[1,5-a]pyrimidin-7-yl)morpholine ClCC1=NN2C(N=C(C=C2N2CCOCC2)N2N=C(C=C2)C=2C=C(C=CC2)C)=C1